ClCC=1N(C2=NC=C(C=C2C(C1I)=O)F)C 2-(Chloromethyl)-6-fluoro-3-iodo-1-methyl-1,8-naphthyridin-4(1H)-one